europium(II) 1,4,10,13-tetraoxa-7,16-diazacyclooctadecan tetraphenylborate C1(=CC=CC=C1)[B-](C1=CC=CC=C1)(C1=CC=CC=C1)C1=CC=CC=C1.O1CCOCCNCCOCCOCCNCC1.[Eu+2].C1(=CC=CC=C1)[B-](C1=CC=CC=C1)(C1=CC=CC=C1)C1=CC=CC=C1